C(#N)C1=C2C=C(NC2=CC=C1)B(O)O 4-CYANO-1H-INDOL-2-YLBORONIC ACID